2,3,5,6-tetrafluoro-4-hydroxybenzenesulfonic acid sodium salt [Na+].FC1=C(C(=C(C(=C1F)O)F)F)S(=O)(=O)[O-]